C(C1=CC=CC=C1)O[C@H]1C[C@@H](O[C@@H]1COC(C1=CC=CC=C1)(C1=CC=CC=C1)C1=CC=CC=C1)N1C(NC(C(=C1)F)=O)=O 1-((2R,4S,5R)-4-(benzyloxy)-5-((trityloxy)methyl)tetrahydrofuran-2-yl)-5-fluoropyrimidine-2,4(1H,3H)-dione